FC=1C(=CC=2C3=C(NC(C2C1)=O)COC[C@@H]3N(C(C3=CC(=CC=C3)S(=O)(=O)C)=O)C)F (R)-N-(8,9-difluoro-6-oxo-1,4,5,6-tetrahydro-2H-pyrano[3,4-c]isoquinolin-1-yl)-N-methyl-3-(methylsulfonyl)benzamide